C1=NC=C(C2=CC=CC=C12)N1C(N(C[C@@H]1C#N)C1=NC=C(N=C1)C(F)(F)F)=O (R)-3-(isoquinolin-4-yl)-2-oxo-1-(5-(trifluoromethyl)pyrazin-2-yl)imidazolidine-4-carbonitrile